C(#N)C#CC1=CC=C(C(=O)OC2=C(C(=C(C(=C2F)F)S(=O)(=O)[O-])F)F)C=C1 4-((4-(cyanoethynyl) benzoyl) oxy)-2,3,5,6-tetrafluorobenzenesulfonate